3-methoxyacrylic acid COC=CC(=O)O